C(C)C1=CC=C(C=C1)C(C(=O)O)C 2-(4-ethylphenyl)propionic acid